CO[Si](CC[Si](OC)(OC)OC)(OC)OC 1,2-bis(trimethoxysilyl)-ethane